The molecule is a but-2-enoic acid having a cis- double bond at C-2. It is a conjugate acid of an isocrotonate. C/C=C\\C(=O)O